CN1N=CC(=C1)C=1C=C2C(=NC1)NC=C2 5-(1-methylpyrazol-4-yl)-1H-pyrrolo[2,3-b]pyridine